N-(6-cyano-4'-((2-(1,1-difluoroethyl)-6-methylpyrimidin-4-yl)amino)-[2,3'-bipyridyl]-6'-yl)acetamide C(#N)C1=CC=CC(=N1)C=1C=NC(=CC1NC1=NC(=NC(=C1)C)C(C)(F)F)NC(C)=O